CC1=CC=C(C=C1)C1=NOC(=N1)C(F)(F)Cl 3-(4-methylphenyl)-5-(chlorodifluoromethyl)-1,2,4-oxadiazole